1-N-Boc-4-(4-methylbenzenesulfonyloxymethyl)piperidine C(=O)(OC(C)(C)C)N1CCC(CC1)COS(=O)(=O)C1=CC=C(C=C1)C